(2S)-1-{(1R)-2-[4,6-bis(trifluoromethyl)-1,3,5-triazin-2-yl]-6-chloro-2,3,4,9-tetrahydro-1H-pyrido[3,4-b]indol-1-yl}-4-methoxybutan-2-ol FC(C1=NC(=NC(=N1)C(F)(F)F)N1[C@@H](C=2NC3=CC=C(C=C3C2CC1)Cl)C[C@@H](CCOC)O)(F)F